NC(C(=O)[O-])(C)C 2-AMINOISOBUTYRATE